4-(((4-((tert-butoxycarbonyl)amino)-1-hydroxycyclohexyl)methoxy)methyl)piperidine C(C)(C)(C)OC(=O)NC1CCC(CC1)(O)COCC1CCNCC1